benzyl (2s,5r)-5-((3-(2-(methoxymethyl) cyclopropyl)-1-((2-(trimethylsilyl) ethoxy) methyl)-1H-pyrrolo[2,3-b]pyridin-4-yl) amino)-2-methylpiperidine-1-carboxylate COCC1C(C1)C1=CN(C2=NC=CC(=C21)N[C@@H]2CC[C@@H](N(C2)C(=O)OCC2=CC=CC=C2)C)COCC[Si](C)(C)C